NCC=1C=NC(=NC1)C1=C(C=C(C#N)C=C1)SC1=CN=NC(=C1)NCC(C)C 4-[5-(aminomethyl)pyrimidin-2-yl]-3-[6-(2-methylpropylamino)pyridazin-4-yl]sulfanylbenzonitrile